1-[3-(difluoromethoxy)phenyl]-3,3-dimethyl-N-(4-methyl-1,1-dioxo-thian-4-yl)-2-oxo-indoline-5-carboxamide FC(OC=1C=C(C=CC1)N1C(C(C2=CC(=CC=C12)C(=O)NC1(CCS(CC1)(=O)=O)C)(C)C)=O)F